2-benzothien-2-yl-pyridine S1C(=CC2=C1C=CC=C2)C2=NC=CC=C2